3-[(3-{3-(cyanomethyl)-3-[4-(7H-pyrrolo[2,3-d]pyrimidin-4-yl)-1H-pyrazol-1-yl]azetidin-1-yl}-8-azabicyclo[3.2.1]oct-8-yl)carbonyl]-5-fluorobenzonitrile C(#N)CC1(CN(C1)C1CC2CCC(C1)N2C(=O)C=2C=C(C#N)C=C(C2)F)N2N=CC(=C2)C=2C1=C(N=CN2)NC=C1